C[B-](C1=C(C(=C(C(=C1F)F)F)F)F)(C1=C(C(=C(C(=C1F)F)F)F)F)C1=C(C(=C(C(=C1F)F)F)F)F.C1(=CC=CC=C1)[Si+](C1=CC=CC=C1)C1=CC=CC=C1 triphenylsilylium methyltri(pentafluorophenyl)borate